4-(3-Bromo-6-chloro-2-pyridyl)-1,4-oxazepane BrC=1C(=NC(=CC1)Cl)N1CCOCCC1